F[C@H](C(=O)N)[C@@](C)(O)C1=CC=C(C=C1)F (2S,3S)-2-fluoro-3-(4-fluorophenyl)-3-hydroxybutanamide